O1[C@@H]([C@@H](OCC(=O)[O-])C(=O)C=2C(O)=CC(O)=CC12)C1=CC(O)=C(O)C=C1 taxifolin-3-O-acetate